Cl.N[C@H](C)C1(CCNCC1)C#N (R)-4-(1-aminoethyl)piperidine-4-carbonitrile hydrochloride